isooctyl 4-nitrobenzoate [N+](=O)([O-])C1=CC=C(C(=O)OCCCCCC(C)C)C=C1